[OH-].C(C)[N+]1(CCCCCC1)CC N,N-diethylhexahydro-1H-azepinium hydroxide